ClC1=C(C=CC(=C1)NCC=1SC(=CC1)Cl)NC(=O)C1CC1 Cyclopropanecarboxylic acid {2-chloro-4-[(5-chloro-thiophen-2-ylmethyl)-amino]-phenyl}-amide